C1(CCCCC1)C(=O)N cyclohexanecarboxylic acid-amide